COC1=CC=C(C=N1)C1=NOC(N1)=O 3-(6-methoxypyridin-3-yl)-1,2,4-oxadiazol-5(4H)-one